norbornenedicarboxylic acid calcium salt [Ca+2].C12(C(=CC(CC1)C2)C(=O)[O-])C(=O)[O-]